F/C(/C(=O)OCCCCC)=C/C(=O)OCCCCC Di-n-pentyl fluoromaleate